acrylic acid hydroxyphenoxybenzyl ester OC(C1=CC=CC=C1)(OC1=CC=CC=C1)OC(C=C)=O